N-((2-oxoindolin-5-yl)methyl)oxazole-2-carboxamide O=C1NC2=CC=C(C=C2C1)CNC(=O)C=1OC=CN1